O.[P].[N] nitrogen phosphorus water